4-(3-Oxo-3,4-dihydro-2H-pyrido[4,3-b][1,4]thiazin-8-yl)benzonitrile O=C1NC2=C(SC1)C(=CN=C2)C2=CC=C(C#N)C=C2